ClC1=C(C=NN1C1=CC=CC=C1)C#N 5-Chloro-1-phenyl-1H-pyrazole-4-carbonitrile